N(=[N+]=[N-])[C@H](C(=O)Cl)[C@H](CC)C (2S,3S)-2-Azido-3-methylpentanoyl chloride